OCC12CN(C(C1)(C2)C(=O)OC)C(=O)OC(C)(C)C 2-(tert-butyl) 1-methyl 4-(hydroxymethyl)-2-azabicyclo[2.1.1]hexane-1,2-dicarboxylate